C(C)C1=NN(C2=C1C(NCC1(CCOCC1)C2)=O)C[C@H](COC(C2=CC=C(C=C2)C(NC(C)C)=O)=O)C 4-(isopropylcarbamoyl)benzoic acid [(2R)-3-(3-ethyl-4-oxo-spiro[6,8-dihydro-5H-pyrazolo[4,3-c]azepin-7,4'-tetrahydropyran]-1-yl)-2-methyl-propyl] ester